3-[4-(5-Cyclopropylcarbamoyl-2-methyl-phenyl)-pyrazol-1-yl]-imidazo[1,2-a]pyridine-7-carboxylic acid amide C1(CC1)NC(=O)C=1C=CC(=C(C1)C=1C=NN(C1)C1=CN=C2N1C=CC(=C2)C(=O)N)C